C(C=C)N1C(=NC2=C1C=C(C(=C2)C)C)C2=CC=CC=C2 1-allyl-5,6-dimethyl-2-phenylbenzimidazole